(S)-4,4-difluoro-1-((S)-(1-((5-((5-fluoropyridin-2-yl)oxy)pyridin-2-yl)amino)-1-oxopropan-2-yl)piperidin-3-yl)pyridine 1-oxide FC1(C=C[N+](C=C1)([C@@H]1CN(CCC1)[C@H](C(=O)NC1=NC=C(C=C1)OC1=NC=C(C=C1)F)C)[O-])F